3-(furan-3-yl)benzyl alcohol O1C=C(C=C1)C=1C=C(CO)C=CC1